FC1=C2C=CN(C2=CC(=C1OC1=CC2=C(CCCN3C2=NC(=C3)C(C)C=3C(=C(C=CC3)CCC(=O)OCC)F)C=C1)F)COCC[Si](C)(C)C Ethyl 3-[3-[1-[10-[4,6-difluoro-1-(2-trimethylsilylethoxymethyl)indol-5-yl]oxy-6,7-dihydro-5H-imidazo[2,1-a][2]benzazepin-2-yl]ethyl]-2-fluoro-phenyl]propanoate